4-(2-((tert-butyldimethylsilyl)oxy)ethoxy)-2-methoxy-N-(5-(thiophen-2-yl)-1,3,4-oxadiazol-2-yl)benzamide [Si](C)(C)(C(C)(C)C)OCCOC1=CC(=C(C(=O)NC=2OC(=NN2)C=2SC=CC2)C=C1)OC